(2-cyano-2-(2-(3,5-dichloro-4-((2-oxo-1,2,3,4-tetrahydroquinolin-7-yl)oxy)phenyl)hydrazono)acetyl)carbamate C(#N)C(C(=O)NC([O-])=O)=NNC1=CC(=C(C(=C1)Cl)OC1=CC=C2CCC(NC2=C1)=O)Cl